(S)-5-((1-benzyl-pyrrolidin-2-yl)methoxy)isobenzofuran-1(3H)-one C(C1=CC=CC=C1)N1[C@@H](CCC1)COC=1C=C2COC(C2=CC1)=O